C(CCCCCCC\C=C/CCCC)(=O)OCC(O)CO glyceryl monomyristoleate